1,5-dichloro-2-[chloro(difluoro)methoxy]-4-nitro-benzene ClC1=C(C=C(C(=C1)Cl)[N+](=O)[O-])OC(F)(F)Cl